10,14-dimethyltriacontane CC(CCCCCCCCC)CCCC(CCCCCCCCCCCCCCCC)C